aminoazauracil NC1=NC(NC(N1)=O)=O